3-methyl-4-phenylphthalazin-1(2H)-one CN1NC(C2=CC=CC=C2C1C1=CC=CC=C1)=O